OC=1C=C(C=CC1)C=1C=CC=C2C(C=C(OC12)N1CCOCC1)=O 8-(3-Hydroxyphenyl)-2-morpholin-4-ylchromen-4-one